N-[6-(5-chloro-1,3-benzothiazol-2-yl)spiro[3.3]heptan-2-yl]-5-(3,3-difluoroazetidin-1-yl)sulfonyl-furan-2-carboxamide ClC=1C=CC2=C(N=C(S2)C2CC3(CC(C3)NC(=O)C=3OC(=CC3)S(=O)(=O)N3CC(C3)(F)F)C2)C1